3-bromo-6-[9-(4,6-diphenyl-[1,3,5]triazin-2-yl)dibenzofuran-2-yl]-9-phenyl-9H-carbazole BrC=1C=CC=2N(C3=CC=C(C=C3C2C1)C1=CC2=C(OC3=C2C(=CC=C3)C3=NC(=NC(=N3)C3=CC=CC=C3)C3=CC=CC=C3)C=C1)C1=CC=CC=C1